Cl.C(C1=CC=CC=C1)C1=C(OCCN2CCN(CC2)C)C=CC(=C1)C 1-(2-(2-Benzyl-4-methylphenoxy)ethyl)-4-methylpiperazine hydrochloride